2-(propylthio)dibenzo[c,e]oxepin-5(7H)-one C(CC)SC1=CC2=C(C(OCC3=C2C=CC=C3)=O)C=C1